bis(1,4-dimethyl-pentyl)-p-phenylenediamine CC(CCC(C)C)NC1=CC=C(C=C1)NC(CCC(C)C)C